C(=O)(O)[C@H](CCC(=O)N[C@@H](C(=O)O)CCC(=O)O)NC(=O)C1=NC=C(C=C1)NC(NC1=C(N=C(NC1=O)N)N)=O (2R)-2-[(4S)-4-carboxy-4-[(5-{[(2,4-diamino-6-oxo-1,6-dihydropyrimidin-5-yl)carbamoyl]amino}pyridin-2-yl)formamido]butanamido]-pentanedioic acid